CN(C(C)(C)C=1SC2=C(N1)C=C(C=C2)B2OC(C(O2)(C)C)(C)C)C N,N-dimethyl-2-(5-(4,4,5,5-tetramethyl-1,3,2-dioxaborolan-2-yl)benzo[d]thiazol-2-yl)propan-2-amine